N-{4-[3-Anilino-7-(cyclopropylmethyl)-5-methyl-4-oxo-4,5,6,7-tetrahydro-1H-pyrrolo[3,2-c]pyridin-2-yl]pyridin-2-yl}-2-(4-fluorophenyl)acetamid N(C1=CC=CC=C1)C1=C(NC2=C1C(N(CC2CC2CC2)C)=O)C2=CC(=NC=C2)NC(CC2=CC=C(C=C2)F)=O